C(#N)C(C(=O)N1CCNCC1)=CC1=CC(=C(C=C1)O)CO 1-(α-cyano-3-(3-hydroxymethyl-4-hydroxyphenyl)acryloyl)piperazine